OC(C)(C)C=1C=C(OC1C)[S@@](=O)(N)=NC(NC1=C2C(CCC2=CC=2CCCC12)C)=O (R)-4-(2-hydroxypropan-2-yl)-5-methyl-N'-((3-methyl-1,2,3,5,6,7-hexahydro-s-indacen-4-yl)carbamoyl)-furan-2-sulfonimidamide